N-(5-((2-(8-oxa-1-azaspiro[4.5]decan-1-yl)ethyl)carbamoyl)-2-methylpyridin-3-yl)-7-(1-methyl-1H-pyrazol-4-yl)-[1,2,4]triazolo[4,3-a]pyridine-3-carboxamide N1(CCCC12CCOCC2)CCNC(=O)C=2C=C(C(=NC2)C)NC(=O)C2=NN=C1N2C=CC(=C1)C=1C=NN(C1)C